6-(3-fluoroazetidin-1-yl)pyridin FC1CN(C1)C1=CC=CC=N1